methyl 2-benzyl-6-chloro-3-oxo-1,4-dihydro-2,7-naphthyridine-4-carboxylate C(C1=CC=CC=C1)N1CC2=CN=C(C=C2C(C1=O)C(=O)OC)Cl